[2-methyl-4-(6-vinylpyrrolo[2,1-f][1,2,4]triazin-4-yl)phenyl]methanamine CC1=C(C=CC(=C1)C1=NC=NN2C1=CC(=C2)C=C)CN